N=1C=NN2C=NC3=C(C21)C=CN3 7H-pyrrolo[3,2-e][1,2,4]triazolo[1,5-c]pyrimidine